C(C)(C)(C)N1CCN(CC1)C1=CC(=CC(=C1)F)Br tert-butyl-4-(3-bromo-5-fluoro-phenyl)piperazine